CC1=C(C=C(C=C1)NC(=O)C1CC2C(NC1)CNC2)C(F)(F)F N-(4-methyl-3-(trifluoromethyl)phenyl)octahydro-1H-pyrrolo[3,4-b]pyridine-3-carboxamide